7-(hydroxymethyl)-3,4-dihydroisoquinoline OCC1=CC=C2CCN=CC2=C1